3'-formyl-4',5'-dihydroxy-2'-((isopentyloxy)methyl)-6'-methyl-(1,1'-biphenyl)-4-carbaldehyde C(=O)C=1C(=C(C(=C(C1O)O)C)C1=CC=C(C=C1)C=O)COCCC(C)C